C(C)(C)(C)OC(C)C isopropyl tertiary butyl ether